P(OCCC#N)(OCCC#N)OCCC#N tri(2-cyanoethyl) phosphite